4-(2,6-difluoro-4-methoxyphenyl)-3-{[5-(3,4-difluorophenyl)-1,3,4-oxadiazol-2-yl]amino}pyrrolidin-2-one FC1=C(C(=CC(=C1)OC)F)C1C(C(NC1)=O)NC=1OC(=NN1)C1=CC(=C(C=C1)F)F